[U].[Ir] iridium uranium